4-(benzo[d][1,3]dioxol-5-ylmethyl)-6-(4-fluorophenyl)pyrimidine-2,4-diamine O1COC2=C1C=CC(=C2)CC2(NC(=NC(=C2)C2=CC=C(C=C2)F)N)N